α-amino-p-toluic acid NCC1=CC=C(C=C1)C(=O)O